C1(CCCCC1)P(C1=C(C=CC=C1N1CCOCC1)N1CCOCC1)C1CCCCC1 4,4'-(2-(dicyclohexylphosphino)-1,3-phenylene)dimorpholine